COC1CCC(CC1)NC=1C=NC=CC1[N+](=O)[O-] N-((1r,4r)-4-methoxycyclohexyl)-4-nitropyridin-3-amine